FC=1C=CC(=C(C1)N1C(CCC1C1=CC=C(C=C1)F)=O)C 1-(5-Fluoro-2-methylphenyl)-5-(4-fluorophenyl)pyrrolidin-2-one